OC1CN(CC1)C=1OC=C(N1)C(=O)N 2-(3-hydroxypyrrolidin-1-yl)oxazole-4-carboxamide